C(C)[C@@H]1N(S(OC1)=O)C(=O)OC(C)(C)C tert-butyl (4S)-4-ethyl-1,2,3-oxathiazolidine-3-carboxylate 2-oxide